CN([C@H]1CN(CC1)CC(=O)N1[C@@H](CCC1)C#N)C1=CC=C2C=CC=NC2=C1 (2S)-1-[2-[(3R)-3-[methyl(7-quinolyl)amino]pyrrolidin-1-yl]acetyl]pyrrolidine-2-carbonitrile